(R)-3-(1-aminoethyl)-5-(1,1-difluoro-2-hydroxy-2-methylpropyl)benzonitrile N[C@H](C)C=1C=C(C#N)C=C(C1)C(C(C)(C)O)(F)F